2-(2,4-Diamino-phenoxy)ethanol NC1=C(OCCO)C=CC(=C1)N